3-Chloro-4-hydroxy-2-methylbenzoic acid ClC=1C(=C(C(=O)O)C=CC1O)C